[Na].FC1=C(C(=C(C(=C1F)F)F)F)OC(C(C(C(C(C(C(C(C(C(F)(F)F)(F)F)(F)F)(F)F)(F)F)(F)F)(F)F)(F)F)(F)F)(F)F perfluorodecyloxybenzene sodium